ethyl 5-[(5-fluoro-4-[7-[(R)-3-methoxy-2-(4-methylpiperazin-1-yl) propanamido]-1H-indol-3-yl]pyrimidin-2-yl)amino]pyridine-2-carboxylate FC=1C(=NC(=NC1)NC=1C=CC(=NC1)C(=O)OCC)C1=CNC2=C(C=CC=C12)NC([C@@H](COC)N1CCN(CC1)C)=O